5-{[2-(2-naphthyl)-benzoxazole-5-yl]-methyl}thiazolidine-2,4-Dione C1=C(C=CC2=CC=CC=C12)C=1OC2=C(N1)C=C(C=C2)CC2C(NC(S2)=O)=O